FC(C(=O)O)(F)F.FC1=C(C=CC(=C1)F)S(=O)(=O)NC=1C(=NC=C(C1)C=1C=C2C(=NC=NC2=C(C1)F)N1CCNCC1)OC 2,4-difluoro-N-(5-(8-fluoro-4-(piperazin-1-yl)quinazolin-6-yl)-2-methoxypyridin-3-yl)benzenesulfonamide trifluoroacetate salt